[[3-chloro-2-[2-(hydroxymethyl)phenyl]sulfanyl-5-(trifluoromethyl)phenyl]methyl]-2-methyl-propane-2-sulfinamide ClC=1C(=C(C=C(C1)C(F)(F)F)CCC(C)(S(=O)N)C)SC1=C(C=CC=C1)CO